COC1=CC=2N=C(N=C(C2N=C1)N[C@H](CC(=O)NC)CC(C)C)N1CC2(CN(C2)C(C=C)=O)CC1 (3S)-3-((7-methoxy-2-(2-(2-propenoyl)-2,6-diazaspiro[3.4]octan-6-yl)pyrido[3,2-d]pyrimidin-4-yl)amino)-N,5-dimethyl-hexanamide